ethyl-thiophosphorus C(C)S[P]